NC1=C2C(=NC=N1)N(N=C2C2=CC=C(C=C2)OC2=CC=CC=C2)[C@H]2[C@@H](CN(CC2)C2CCN(CC2)C2CN(C2)C=2C=C1C(N(C(C1=CC2)=O)C2C(NC(CC2)=O)=O)=O)F 5-(3-((3r,4r)-4-(4-amino-3-(4-phenoxyphenyl)-1H-pyrazolo[3,4-d]pyrimidin-1-yl)-3-fluoro-[1,4'-bipiperidin]-1'-yl)azetidin-1-yl)-2-(2,6-dioxopiperidin-3-yl)isoindoline-1,3-dione